O=C1N(CC=2C=C3C(=CC12)OCC1(C3)CNC1)[C@@H]1C(NC(CC1)=O)=O (S)-3-(8'-oxo-6',8'-dihydro-2'H-spiro[azetidine-3,3'-pyrano[2,3-f]isoindol]-7'(4'H)-yl)piperidine-2,6-dione